O1COCC2=C1C=CC(=C2)C(N2CCN(CC2)C(=O)OC(CC)CC)C2=CC1=C(OCOC1)C=C2 pentan-3-yl 4-(bis(4H-benzo[d][1,3]dioxin-6-yl)methyl)piperazine-1-carboxylate